4-[[5-(2-fluoro-4-methyl-phenoxy)-4-methyl-3-pyridinyl]methyl]-3-methoxy-N-(methylsulfamoyl)pyridin-2-amine FC1=C(OC=2C(=C(C=NC2)CC2=C(C(=NC=C2)NS(NC)(=O)=O)OC)C)C=CC(=C1)C